1-(3-(4-(4-(7-((3,5-dimethoxyphenyl)amino)-quinoxalin-2-yl)-1H-pyrazol-1-yl)piperidine-1-carbonyl)-3-fluoro-azetidin-1-yl)prop-2-en-1-one COC=1C=C(C=C(C1)OC)NC1=CC=C2N=CC(=NC2=C1)C=1C=NN(C1)C1CCN(CC1)C(=O)C1(CN(C1)C(C=C)=O)F